tri(4-carbazol-9-ylphenyl)amine C1=CC=CC=2C3=CC=CC=C3N(C12)C1=CC=C(C=C1)N(C1=CC=C(C=C1)N1C2=CC=CC=C2C=2C=CC=CC12)C1=CC=C(C=C1)N1C2=CC=CC=C2C=2C=CC=CC12